[3-(4-carboxybutyl)]thiophene C(=O)(O)CCCCC1=CSC=C1